N1=C(N=CC=C1)NC1=C(C=CC2=CC=CC=C12)C(=O)N (Pyrimidin-2-Ylamino)-2-Naphthamide